OC1(CCCCC1)CC1=C(C(=O)N)C=CC=C1 ((1-hydroxycyclohexyl)methyl)benzamide